t-butyldimethyl-(pent-4-en-1-yn-1-yl)silane C(C)(C)(C)[Si](C#CCC=C)(C)C